Cl.ClCC[C@H](C)N (S)-4-chlorobutan-2-amine hydrochloride